1-Tert-butyl (2-((5-bromobenzo[d]thiazol-2-yl)amino)-2-oxoethyl)carbamate BrC=1C=CC2=C(N=C(S2)NC(CNC(OC(C)(C)C)=O)=O)C1